dicarbonylethoxyguanidine C(=O)=C(C=C=O)ONC(=N)N